8-(1-((tert-butyldimethylsilyl)oxy)-2-nitroethyl)-6-fluoroisoquinoline [Si](C)(C)(C(C)(C)C)OC(C[N+](=O)[O-])C=1C=C(C=C2C=CN=CC12)F